rac-2,2,2-trifluoroethyl 2-((2S,6S)-2-methyl-6-phenylpiperidin-1-yl)-2-oxoacetate C[C@@H]1N([C@@H](CCC1)C1=CC=CC=C1)C(C(=O)OCC(F)(F)F)=O |r|